6-chloro-2-(4-chloro-phenyl)-4-phenyl-benzoxazole ClC1=CC2=C(N=C(O2)C2=CC=C(C=C2)Cl)C(=C1)C1=CC=CC=C1